ethyl 3-[3-[1-[1-[5-[4,6-difluoro-1-(p-tolylsulfonyl)indol-5-yl]oxy-2-fluoro-phenyl]-5-methylsulfanyl-pyrazol-3-yl]ethyl]-2-fluoro-phenyl]propanoate FC1=C2C=CN(C2=CC(=C1OC=1C=CC(=C(C1)N1N=C(C=C1SC)C(C)C=1C(=C(C=CC1)CCC(=O)OCC)F)F)F)S(=O)(=O)C1=CC=C(C=C1)C